3-(5-(((2-(4-(1,2-bis(4-hydroxyphenyl)but-1-en-1-yl)phenoxy)ethyl)(methyl)amino)methyl)-7-fluoro-1-oxoisoindolin-2-yl)piperidine-2,6-dione OC1=CC=C(C=C1)C(=C(CC)C1=CC=C(C=C1)O)C1=CC=C(OCCN(C)CC=2C=C3CN(C(C3=C(C2)F)=O)C2C(NC(CC2)=O)=O)C=C1